ClC1=C(C=CC=2C(=C3N(C12)CCC3NC(C)=O)C=3C=NN(C3)C3OCCCC3)Cl N-(5,6-dichloro-9-(1-(tetrahydro-2H-pyran-2-yl)-1H-pyrazol-4-yl)-2,3-dihydro-1H-pyrrolo[1,2-a]indol-1-yl)acetamide